C(C)C1=NN2C(N=C(C=C2N(C)CC2=CC=C(C=C2)OC)Cl)=C1C(=O)OC1CN(CC1)CCCOC1=C(C(=CC=C1)Br)Cl N-(3-(3-bromo-2-chlorophenoxy)propyl)pyrrolidin-3-ol Ethyl-5-chloro-7-{[(4-methoxyphenyl)methyl](methyl)amino}pyrazolo[1,5-a]pyrimidine-3-carboxylate